COS(=O)(=O)Cl chlorosulfuric acid O-methyl ester